1R-methyl-1,2,3,4-tetrahydroisoquinoline C[C@H]1NCCC2=CC=CC=C12